4-[3-[5-[(7-cyclohexylpyrazolo[1,5-a]pyrimidin-6-yl)carbamoylamino]-3-methyl-2-pyridyl]-1,2,4-oxadiazol-5-yl]-N-[2-(2,6-dioxo-3-piperidyl)-1-oxo-isoindolin-5-yl]butanamide C1(CCCCC1)C1=C(C=NC=2N1N=CC2)NC(=O)NC=2C=C(C(=NC2)C2=NOC(=N2)CCCC(=O)NC=2C=C1CN(C(C1=CC2)=O)C2C(NC(CC2)=O)=O)C